2-(Trimethyl-silyl)ethylcarbonat C[Si](CCOC([O-])=O)(C)C